FC1=C(C=C(C=C1)NC(C=C)=O)NC1=NC(=NC=C1C1=CC=C(C=C1)S(N)(=O)=O)NC=1C=NN(C1)C N-(4-fluoro-3-((2-((1-methyl-1H-pyrazol-4-yl)amino)-5-(4-sulfamoylphenyl)pyrimidin-4-yl)amino)phenyl)acrylamide